N1(CCNCC1)C1=CC=C(C=C1)N[C@@H](CC1=CC=CC=C1)C(=O)O 4-(piperazin-1-yl)phenyl-L-phenylalanine